ClC1=CC2=C(C(C3=C(N(S2(=O)=O)C)C=CC=C3)NCCCOCC)C=C1 3-Chloro-11-((3-ethoxypropyl)amino)-6-methyl-6,11-dihydrodibenzo[c,f][1,2]thiazepine 5,5-dioxide